C(C1=CC=CC=C1)(=O)NC(=O)[C@H]1CC12CCN(CC2)C(=O)OC(C(F)(F)F)C(F)(F)F 1,1,1,3,3,3-Hexafluoropropan-2-yl (S)-1-(benzoylcarbamoyl)-6-azaspiro[2.5]octan-6-carboxylat